C(C)OC(C(C)(C)C1CCN(CC1)C(=O)OCC1=CC=CC=C1)=O benzyl 4-(1-ethoxy-2-methyl-1-oxopropan-2-yl)piperidine-1-carboxylate